C(C)(C)(C)OC(=O)N1C(C[C@@H](C1)C1=CC(=CC(=C1)F)F)C(=O)O (4R)-1-(tert-Butoxycarbonyl)-4-(3,5-difluorophenyl)pyrrolidine-2-carboxylic acid